COC=1C=C(C=CC1OC)C(C=CC=1C=C2C=CN=CC2=CC1)=O (3,4-dimethoxyphenyl)-3-(isoquinolin-6-yl)prop-2-en-1-one